2-ethyl-6-methyl-N-(3-phenylpropyl)thieno[2,3-d]pyrimidin-4-amine C(C)C=1N=C(C2=C(N1)SC(=C2)C)NCCCC2=CC=CC=C2